COC(=O)C1NCC=2NC3=CC=CC=C3C2C1 1,2,3,4-tetrahydro-beta-carboline-3-carboxylic acid methyl ester